water calcium salt [Ca].O